BrC1=C2C(N(C(NC2=CC(=C1)C(=O)OC)=O)CC)=S methyl 5-bromo-3-ethyl-2-oxo-4-thioxo-1,2,3,4-tetrahydroquinazoline-7-carboxylate